NC=1C=C(C=CC1C)N1C(C=CC2=CN=C3C(=C12)C=C(C=C3)C3=CC=C(C=C3)NS(=O)(=O)C)=O N-(4-(1-(3-Amino-4-methylphenyl)-2-oxo-1,2-dihydrobenzo[h][1,6]naphthyridin-9-yl)phenyl)methanesulfonamide